C(C=C)(=O)N1CC(CC1)N1N=C(C2=CC=CC(=C12)C(=O)NC1CC(C1)(F)F)C=1C=NC(=CC1)C(F)(F)F 1-(1-acryloylpyrrolidin-3-yl)-N-(3,3-difluorocyclobutyl)-3-(6-(trifluoromethyl)pyridin-3-yl)-1H-indazole-7-carboxamide